F[C@H]1[C@@H](C1)C(=O)NN trans-2-fluorocyclopropanecarbohydrazide